4-Bromophenol BrC1=CC=C(C=C1)O